CC(C(=O)OC)CS(=O)(=O)NC(=O)C1(CC1)C1=CC=C(C=C1)N1CCC(CC1)C1=C(C(=NO1)C)NC(=O)O[C@H](C)C1=CC=CC=C1 methyl 2-methyl-3-({[1-(4-{4-[3-methyl-4-({[(1R)-1-phenylethoxy]carbonyl} amino)-1,2-oxazol-5-yl]piperidin-1-yl}phenyl)cyclopropyl]formamido}sulfonyl)propanoate